FC=1C=CC2=C(CCO2)C1C([2H])([2H])N (5-fluoro-2,3-dihydrobenzofuran-4-yl)methyl-d2-amine